CN(C(CN(CC=1NC(C2=C(N1)C(=CS2)C)=O)C)=O)C=2SC=C(N2)C N-methyl-2-(methyl((7-methyl-4-oxo-3,4-dihydrothieno[3,2-d]pyrimidin-2-yl)methyl)amino)-N-(4-methylthiazol-2-yl)acetamide